dihexyl (Z)-but-2-enedicarboxylate C(\C=C/C)(C(=O)OCCCCCC)C(=O)OCCCCCC